[Na+].C(=O)([O-])C1=C(C=C(C=C1OC)C)S(=O)(=O)[O-].[Na+] 2-carboxyl-methoxy-5-methylbenzenesulfonic acid sodium salt